3-[3-(3-acetamidophenyl)imidazo[1,2-b]pyridazin-6-yl]-N-methyl-benzamide C(C)(=O)NC=1C=C(C=CC1)C1=CN=C2N1N=C(C=C2)C=2C=C(C(=O)NC)C=CC2